(S,E)-Benzyl 8-hydroxy-2-methyloct-5-en-4-ylcarbamate OCC/C=C/[C@H](CC(C)C)NC(OCC1=CC=CC=C1)=O